ethyl (1-fluoroethyl) sulfide FC(C)SCC